[6-(3-methyl-1H-pyrrolo[2,3-B]pyridin-5-yl)-8-[(2S)-pyrrolidin-2-yl]-3,4-dihydro-1H-isoquinolin-2-yl]-[1-methyl-3-(trifluoromethyl)pyrazol-4-yl]methanone CC1=CNC2=NC=C(C=C21)C=2C=C1CCN(CC1=C(C2)[C@H]2NCCC2)C(=O)C=2C(=NN(C2)C)C(F)(F)F